5-(Benzylmethyl)-3-fluorotetrahydrofuran-2-carbonitrile C(C1=CC=CC=C1)CC1CC(C(O1)C#N)F